4-[3-(2,6-Dichloro-4-fluorobenzoyl)-2,4-dihydro-1,3-benzoxazin-8-yl]-2-methyl-6-morpholin-4-ylbenzoic acid methyl ester COC(C1=C(C=C(C=C1N1CCOCC1)C1=CC=CC=2CN(COC21)C(C2=C(C=C(C=C2Cl)F)Cl)=O)C)=O